1,6-anhydro-3,4-dideoxy-β-D-threo-hex-3-enopyranose [C@H]12[C@@H](O)C=C[C@H](O1)CO2